ClC1=CC=C(OC2=CC=C3C(CC(OC3=C2)(C)C)=O)C=C1 7-(4-chlorophenoxy)-2,2-dimethylchroman-4-one